ClC1=C(C=CC(=C1)Cl)[C@@H]1[C@H](OC(O1)(C)C)CO ((4R,5R)-5-(2,4-dichlorophenyl)-2,2-dimethyl-1,3-dioxolan-4-yl)methanol